N2-(4,4-difluorocyclohexyl)-5-(imidazo[1,2-b]pyridazin-6-yl)-N4-methyl-7H-pyrrolo[2,3-d]pyrimidine-2,4-diamine FC1(CCC(CC1)NC=1N=C(C2=C(N1)NC=C2C=2C=CC=1N(N2)C=CN1)NC)F